10-(4-phenyl-naphthalen-1-yl)anthracene C1(=CC=CC=C1)C1=CC=C(C2=CC=CC=C12)C1=C2C=CC=CC2=CC2=CC=CC=C12